(1R,3s,5S)-3-(3-methoxypyridin-4-yl)-8-azabicyclo[3.2.1]Octane-8-carboxylic acid COC=1C=NC=CC1C1C[C@H]2CC[C@@H](C1)N2C(=O)O